ClC1=CC(=C(C=C1)COC1=NN(C=C1)C1=CC(=C(C=C1C)CC(=O)NC1=C(C=C(C(=O)OC)C=C1)NC[C@H]1OCC1)F)F methyl 4-[[2-[4-[3-[(4-chloro-2-fluoro-phenyl)methoxy]pyrazol-1-yl]-2-fluoro-5-methyl-phenyl]acetyl]amino]-3-[[(2S)-oxetan-2-yl]methylamino]benzoate